CN(CCCC(CCN)N(C)C)C 3-Di-methylaminopropyl-N,N-dimethylpropan-1,3-diamin